(R)-N-(4-Morpholino-2-(trifluoromethyl)phenyl)-5-(piperidin-3-ylamino)pyrazolo[1,5-a]pyrimidine-3-carboxamide trifluoroacetate salt FC(C(=O)O)(F)F.O1CCN(CC1)C1=CC(=C(C=C1)NC(=O)C=1C=NN2C1N=C(C=C2)N[C@H]2CNCCC2)C(F)(F)F